quinolin-2-one trifluoroacetate FC(C(=O)O)(F)F.N1C(C=CC2=CC=CC=C12)=O